COCC1CN2C(O1)=C(C=N2)S(=O)(N)=NC(NC2=C1C(=CC=3CCCC23)C[C@H]1C)=O 2-(methoxymethyl)-N'-(((R)-2-methyl-2,4,5,6-tetrahydro-1H-cyclobuta[f]inden-3-yl)carbamoyl)-2,3-dihydropyrazolo[5,1-b]oxazole-7-sulfonimidamide